CN(CC1=CC(=CC=C1)C)C N,N,3-trimethylbenzenemethanamine